NCC=1C=C(C=CC1)C1CCN(CC1)C(=O)C1=C(C(=CC=C1)O)O (4-(3-(aminomethyl)phenyl)piperidin-1-yl)(2,3-dihydroxyphenyl)methanone